C1(=CC=CC=C1)N1C=2N(C3=C(C1=O)C=CN=C3)N=CC2 4-phenylpyrazolo[1,5-a]pyrido[4,3-e]pyrimidin-5(4H)-one